N-[4-fluoro-5-(2-morpholin-4-ylpyrimidin-5-yl)-2-[rac-(3R,5S)-3,4,5-trimethylpiperazin-1-yl]phenyl]-3-hydroxy-5-(trifluoromethyl)benzamide FC1=CC(=C(C=C1C=1C=NC(=NC1)N1CCOCC1)NC(C1=CC(=CC(=C1)C(F)(F)F)O)=O)N1C[C@H](N([C@H](C1)C)C)C |r|